lithium germanium oxysulfide O=S.[Ge].[Li]